IC=1C(=C2CC(C2=C(C1)OC)CN)OC (3-iodo-2,5-dimethoxybicyclo[4.2.0]octa-1,3,5-trien-7-yl)methanamine